(2R,6S)-2-methyl-4-(8-methyl-quinoxalin-5-yl)-6-[[4-(2-piperazin-1-ylpyrimidin-4-yl)piperazin-1-yl]methyl]morpholine C[C@@H]1CN(C[C@@H](O1)CN1CCN(CC1)C1=NC(=NC=C1)N1CCNCC1)C1=C2N=CC=NC2=C(C=C1)C